N-(5-((8-bromoquinazolin-2-yl)amino)-2-methylphenyl)acetamide BrC=1C=CC=C2C=NC(=NC12)NC=1C=CC(=C(C1)NC(C)=O)C